methyl (2E)-2-[(2-methyl-5-bromophenyl)methyl]-3-methoxy-2-propenoate CC1=C(C=C(C=C1)Br)C/C(/C(=O)OC)=C\OC